4-(5-(3,5-dichlorophenyl)-5-(trifluoromethyl)-4,5-dihydroisoxazol-3-yl)-2-methyl-N'-(4-(trifluoromethoxy)benzoyl)benzoylhydrazine ClC=1C=C(C=C(C1)Cl)C1(CC(=NO1)C1=CC(=C(C(=O)NNC(C2=CC=C(C=C2)OC(F)(F)F)=O)C=C1)C)C(F)(F)F